CC=1N(C(=CN1)[N+](=O)[O-])CC(CO)N1CCOCC1 3-(2-methyl-5-nitroimidazol-1-yl)-2-morpholinyl-1-propanol